(R)-5-(1-((6-(3-((cyclopropylmethyl)amino)piperidin-1-yl)pyridazin-3-yl)methyl)-1H-1,2,3-triazol-4-yl)-N,N-dimethylpyridin-3-amine C1(CC1)CN[C@H]1CN(CCC1)C1=CC=C(N=N1)CN1N=NC(=C1)C=1C=C(C=NC1)N(C)C